CN(C(OC(C)(C)C)=O)C(C)(CC=C)C Tert-Butyl methyl(2-methylpent-4-en-2-yl)carbamate